C1(=CC=CC=C1)C1(C=C(C2=C(O1)C=1C=CC=CC1C1=C2C(C2=C3C(=CC=C21)OC2=C3C=CC=C2)(O)C(=O)OCC)C)C2=CC=C(C=C2)OC 3-phenyl-3-(4-methoxyphenyl)-16-(ethoxycarbonyl)-methyl-16-hydroxy-3,16-dihydrobenzofuro[2'',3'':6',7']indeno-[3',2':4,3]naphtho[1,2-b]pyran